N1C=C(C2=CC=CC=C12)CCNC(=O)C1CCN(CC1)C1=NN=C(C=2C1=NN(C2C)C2=CC=CC=C2)C N-(2-(1H-indol-3-yl)ethyl)-1-(3,4-dimethyl-2-phenyl-2H-pyrazolo[3,4-d]pyridazin-7-yl)piperidine-4-carboxamide